N1=CNCC2=CC3=C(C=C12)C=CC=C3 4H-benzo[G]quinazoline